ethyl 1-(2-(1-(tert-butoxycarbonyl)pyrrolidin-3-yl)-2-oxoethyl)-5-methyl-1H-pyrrole-2-carboxylate C(C)(C)(C)OC(=O)N1CC(CC1)C(CN1C(=CC=C1C)C(=O)OCC)=O